CN1C(OC(C2=C1SC=C2)=O)=O 1-methyl-1H,2H,4H-thieno[2,3-d][1,3]oxazine-2,4-dione